O1C=C(C2=C1C=CC=C2)C2=NN(C1=C2C=NC(=C1)C(=O)N1C(CCC1)COC)CSC [3-(benzofuran-3-yl)-1-(methylsulfanyl-methyl)pyrazolo[4,3-c]Pyridin-6-yl]-[2-(methoxymethyl)pyrrolidin-1-yl]Methanone